C12CN(CC2C1)C=1C=C(C(=O)O)C=C(C1C(NS(=O)(=O)C1(CC1)C)=O)C(F)(F)F 3-(3-azabicyclo[3.1.0]hexan-3-yl)-4-(((1-methylcyclopropyl)sulfonyl)carbamoyl)-5-(trifluoromethyl)benzoic acid